C(#N)C1=CC(=C(C=C1)C1=CC=CC(=C1)F)C1CC1 4'-cyano-2'-cyclopropyl-5-fluoro-[1,1'-biphenyl]